Cl.COC1=C(CN2C(C3=CC(=CC=C3C=C2)NN)=N)C=CC(=C1)OC 2-(2,4-Dimethoxybenzyl)-7-hydrazinoisoquinoline-1(2H)-imine hydrochloride